(2S)-4-hydroxy-1-[6-(9-methyldecyloxy)-6-oxo-hexyl]pyrrolidine-2-carboxylic acid [8-(1-octylnonyloxy)-8-oxo-octyl] ester C(CCCCCCC)C(CCCCCCCC)OC(CCCCCCCOC(=O)[C@H]1N(CC(C1)O)CCCCCC(=O)OCCCCCCCCC(C)C)=O